FC1=C(C=CC(=C1)F)C1=C2N(C=NC2=NC=N1)C 6-(2,4-difluorophenyl)-7-methyl-7H-purine